5-ethynyl-6-fluoro-N-(1-methylpiperidin-4-yl)pyridin-3-amine C(#C)C=1C=C(C=NC1F)NC1CCN(CC1)C